N(=[N+]=[N-])[C@H]1[C@H](N(CC1)C(=O)OC(C)(C)C)C=1N(C=CN1)C=1C=C(C=CC1)C tert-butyl (2S,3R)-3-azido-2-[1-(m-tolyl)imidazol-2-yl]pyrrolidine-1-carboxylate